(S)-6-amino-7-methyl-N-(5,6,7,8-tetrahydroquinoxalin-5-yl)-N-((5-(trifluoromethyl)pyridin-2-yl)methyl)-1,5-naphthyridine-3-carboxamide NC=1N=C2C=C(C=NC2=CC1C)C(=O)N(CC1=NC=C(C=C1)C(F)(F)F)[C@@H]1C=2N=CC=NC2CCC1